(1R,2R,3R,5R,6R)-2-amino-3-[(3,4-dichlorophenyl)methoxy]-6-fluorobicyclo[3.1.0]hexane-2,6-dicarboxylic acid N[C@@]1([C@@H]2[C@]([C@@H]2C[C@H]1OCC1=CC(=C(C=C1)Cl)Cl)(C(=O)O)F)C(=O)O